C(C)OC(=O)C=1NN=C2C1NCC[C@H]2N2CCN(CC2)S(=O)(=O)C2=C(C=CC=C2)[N+](=O)[O-].C(C)OP(=O)(OCC)C(C(=O)O)(CC(C)C)[2H] 2-(diethoxyphosphoryl)-4-methylpentanoic acid-2-d ethyl-(7R)-7-[4-(2-nitrobenzene-1-sulfonyl)piperazin-1-yl]-4,5,6,7-tetrahydro-2H-pyrazolo[4,3-b]pyridine-3-carboxylate